(3-aminopyrrolidin-1-yl)-[(2R,6R)-6-methyl-4-[8-(trifluoromethyl)-5-quinolyl]morpholin-2-yl]methanone NC1CN(CC1)C(=O)[C@H]1CN(C[C@H](O1)C)C1=C2C=CC=NC2=C(C=C1)C(F)(F)F